COC=1C=C2CC(C(C2=CC1OC)=O)=CC1=CC=C(C=C1)C(F)(F)F 5,6-dimethoxy-2-(4-(trifluoromethyl)benzylidene)-2,3-dihydro-1H-indene-1-one